ClC=1C=C2C=C(NC2=CC1OCC=1OC(=CN1)C)CNC(=O)C1(CC1)C N-((5-chloro-6-((5-methyloxazol-2-yl)methoxy)-1H-indol-2-yl)methyl)-1-methylcyclopropane-1-carboxamide